C(C)(C)(C)NC(=O)C1=C(C2=C(OCCO2)C=C1C=1NC=CN1)Cl N-(tert-butyl)-5-chloro-7-(1H-imidazol-2-yl)-2,3-dihydro-benzo[b][1,4]dioxine-6-carboxamide